2-(difluoromethoxy)-4-[6-(1,4-dioxan-2-yl)pyrazolo[1,5-a]pyridin-3-yl]-N-[(1R,2S)-2-fluorocyclopropyl]-6-methoxybenzamide FC(OC1=C(C(=O)N[C@H]2[C@H](C2)F)C(=CC(=C1)C=1C=NN2C1C=CC(=C2)C2OCCOC2)OC)F